8-[(1E)-(hydroxyimino)methyl]-5-methoxynaphthalen-1-ol O\N=C\C=1C=CC(=C2C=CC=C(C12)O)OC